C1(=CC=CC=C1)CC(=O)OC[C@H]1O[C@H]([C@]([C@@H]1O)(C)F)N1C2=NC(=NC(=C2N=C1)NC)NC(CC(C)C)=O ((2R,3R,4R,5R)-4-fluoro-3-hydroxy-4-methyl-5-(6-(methylamino)-2-(3-methylbutanamido)-9H-purin-9-yl)tetrahydrofuran-2-yl)methyl 2-phenylacetate